NCC[Si](CC)(C1=CC=CC=C1)C1=CC=CC=C1 Aminodiphenyldiethylsilane